6-[difluoro-[6-(trifluoromethyl)pyridazin-3-yl]methyl]-2-azaspiro[3.3]heptane FC(C1CC2(CNC2)C1)(C=1N=NC(=CC1)C(F)(F)F)F